ClC=1C=C(C=CC1)N1C=NC2=C1C1=C(OC2=O)C=CC=C1 1-(3-Chlorophenyl)-[1]benzopyrano[3,4-d]imidazol-4(1H)-one